ClC=1C=C(C=CC1F)NC(N([C@H](C)C1=CNC(C2=CC(=CC=C12)F)=O)CCS(=O)(=O)N)=O (R)-2-(3-(3-chloro-4-fluorophenyl)-1-(1-(7-fluoro-1-oxo-1,2-dihydroisoquinolin-4-yl)ethyl)ureido)ethane-1-sulfonamide